N-(2,6-dimethylphenyl)butyramide CC1=C(C(=CC=C1)C)NC(CCC)=O